COC=1C=C(C=CC1)NCC(=O)O 2-[(3-methoxyphenyl)amino]acetic acid